N-[(2-methoxyphenyl)methyl]-2-[4-(4-methoxyphenyl)-2-oxochromen-7-yl]oxyacetamide COC1=C(C=CC=C1)CNC(COC1=CC=C2C(=CC(OC2=C1)=O)C1=CC=C(C=C1)OC)=O